cadmium ethanol C(C)O.[Cd]